((5-bromo-2-(methoxymethyl)-2-methyl-2,3-dihydrobenzofuran-3-yl)oxy)(tert-butyl)dimethylsilane BrC=1C=CC2=C(C(C(O2)(C)COC)O[Si](C)(C)C(C)(C)C)C1